3-{2-[3-methyl-4-({4-[methyl(methylimino)oxo-lambda6-sulfanyl]phenoxy}methyl)pyrrolidin-1-yl]ethyl}benzonitrile CC1CN(CC1COC1=CC=C(C=C1)S(=O)(=NC)C)CCC=1C=C(C#N)C=CC1